FC(C(C(S(=O)(=O)[O-])(F)F)(F)F)(S(=O)(=O)[O-])F.C1(=CC=CC=C1)[S+](C1=CC=CC=C1)C1=CC=CC=C1.C1(=CC=CC=C1)[S+](C1=CC=CC=C1)C1=CC=CC=C1 triphenyl-sulfonium perfluoropropane-1,3-disulfonate